[(3R,9aS)-3-(3-chloro-4-fluoro-phenyl)-3,4,6,7,9,9a-hexahydro-1H-pyrazino[2,1-c][1,4]oxazin-8-yl]-[2-fluoro-3-(trifluoromethoxy)phenyl]methanone ClC=1C=C(C=CC1F)[C@@H]1CN2[C@H](CO1)CN(CC2)C(=O)C2=C(C(=CC=C2)OC(F)(F)F)F